(E)-6-(6-(difluoromethoxy)pyridin-3-yl)-N'-((6-hydroxy-4-methoxypyridin-2-yl)methylene)pyrazine-2-carbohydrazide FC(OC1=CC=C(C=N1)C1=CN=CC(=N1)C(=O)N/N=C/C1=NC(=CC(=C1)OC)O)F